C(C)(C)(C)[S@](=O)N[C@@H](CC(C)C)C1=CC(=CS1)C(=N)NO 5-((S)-1-(((S)-tert-butylsulfinyl)amino)-3-methylbutyl)-N-hydroxythiophene-3-carboxamidine